CN1N=CC(=C(C1=O)C)N[C@@H]1C[C@@H](CN(C1)C)C1=CC=C(C=C1)COC=1C=C2C(N(C(C2=CC1)=O)C1C(N(C(CC1)=O)C(=O)OC(C)(C)C)=O)=O tert-butyl 3-[5-[[4-[(3R,5R)-5-[(1,5-dimethyl-6-oxo-pyridazin-4-yl)amino]-1-methyl-3-piperidyl]phenyl]methoxy]-1,3-dioxo-isoindolin-2-yl]-2,6-dioxo-piperidine-1-carboxylate